2-methyl-4-(4-t-butyl-phenyl)indene CC=1CC2=CC=CC(=C2C1)C1=CC=C(C=C1)C(C)(C)C